COC(=O)C1(N(C2=CC=CC=C2C1)C(=O)OC(C)(C)C)CC=C 2-allyl-indoline-1,2-dicarboxylic acid 1-(tert-butyl) ester 2-methyl ester